4-(1H-pyrazol-4-yl)aniline ethyl-2-[7-[(1-methylindazol-5-yl)amino]-1-oxo-isoindolin-2-yl]acetate C(C)OC(CN1C(C2=C(C=CC=C2C1)NC=1C=C2C=NN(C2=CC1)C)=O)=O.N1N=CC(=C1)C1=CC=C(N)C=C1